C1=CN=C(N=C1)C2[C@@H]([C@@H]([C@H](O2)CO)O)O Ribosylpyrimidine